(E)-3-(2-hydroxyphenyl)acrylic acid ethyl ester C(C)OC(\C=C\C1=C(C=CC=C1)O)=O